(2R)-2-(6-{5-chloro-2-[(oxacyclohex-4-yl)amino]pyrimidin-4-yl}-1-oxo-2,3-dihydro-1H-isoindol-2-yl)-N-[(1S,2R)-2-hydroxy-2,3-dihydro-1H-inden-1-yl]propanamide ClC=1C(=NC(=NC1)NC1CCOCC1)C1=CC=C2CN(C(C2=C1)=O)[C@@H](C(=O)N[C@@H]1[C@@H](CC2=CC=CC=C12)O)C